ClC1=CC(=CC=2C=COC21)C2=CC=C(C=C2)S(=O)(=O)N2CC(C2)(F)F 7-chloro-5-(4-((3,3-difluoro-azetidin-1-yl)sulfonyl)phenyl)benzofuran